CC=1C=C(C(=O)O)C=C(C1[N+](=O)[O-])C 3,5-dimethyl-4-nitrobenzoic acid